tert-butyl (1-(5-bromo-3-fluoropyridin-2-yl)ethyl)carbamate BrC=1C=C(C(=NC1)C(C)NC(OC(C)(C)C)=O)F